C(C)C1=CC=C(C=C1)C=1C(=CC(=C2C(C=C(OC12)C1=CC=C(C=C1)OCC1=CC=CC=C1)=O)OC)OC 8-(4-ethylphenyl)-2-(4-(benzyloxy)phenyl)-5,7-dimethoxy-4H-chromen-4-one